N,N-Dimethylethylcyclohexylammonium C[N+](C)(C1CCCCC1)CC